OC1=CC(=C(C=C2C(NC3=C(S2)C=CC=C3)=O)C(=C1)OC)OC 2-(4-hydroxy-2,6-dimethoxybenzylidene)-2H-benzo[b][1,4]thiazin-3(4H)-one